CN1CCC(CC1)N1CC2=CC(=CC=C2CC1)C1(N=C(NN1)N)N 5-(2-(1-methylpiperidin-4-yl)-1,2,3,4-tetrahydroisoquinolin-7-yl)-1H-1,2,4-triazole-3,5-diamine